BrCC1OC(OCC1)(C)C (bromomethyl)-2,2-dimethyl-1,3-dioxan